ClC1=NC=C(C(=C1)C1=C(C=NC(=C1)C)C(=O)NC=1SC(=NN1)OCC1CC(C1)O)OC 2'-chloro-N-(5-(((1s,3s)-3-hydroxycyclobutyl)methoxy)-1,3,4-thiadiazol-2-yl)-5'-methoxy-6-methyl-(4,4'-bipyridine)-3-carboxamide